C(CCCCC)C=1C=C(C2=C(C=CS2)C1)N1C(=CC2=CC=CC=C12)C(C)(C)C 5-hexyl-7-(2-tert-butyl-1H-1-indolyl)benzothiophene